ClC1=CC(=C(C(=C1)C)C1=CC=C(N=N1)N1C[C@H](OCC1)CNC(C(C)C)=O)O N-[[(2R)-4-[6-(4-chloro-2-hydroxy-6-methylphenyl)pyridazin-3-yl]morpholin-2-yl]methyl]-2-methylpropanamide